C(CCC)N(CCCC)CC N,N-dibutyl-monoethyl-amine